4-(5-fluoropyridin-2-yl)benzonitrile FC=1C=CC(=NC1)C1=CC=C(C#N)C=C1